OC1(CN(C1)C=1C=C(C=2N(C1)N=CC2C#N)C=2C=NC(=CC2)N2CC1N(C(C2)C1)CC=1C=NC(=CC1)OC)C 6-(3-hydroxy-3-methylazetidin-1-yl)-4-(6-{6-[(6-methoxypyridin-3-yl)methyl]-3,6-diazabicyclo[3.1.1]heptan-3-yl}pyridin-3-yl)pyrazolo[1,5-a]pyridine-3-carbonitrile